N1CCC(CC1)NC(=O)N 1-(piperidin-4-yl)urea